samarium sesquihydrate O.[Sm].O.O.[Sm]